C(C)(C)C=1C(=NNC1C=1C=C(C=2N(C1)N=CN2)C)C2=CC=C(C=C2)C2OCCN(C2)CC(=O)N(C)C 2-(2-(4-(4-isopropyl-5-(8-methyl-[1,2,4]triazolo[1,5-a]pyridin-6-yl)-1H-pyrazol-3-yl)phenyl)morpholino)-N,N-dimethylacetamide